FC=1C=C(CC2=CC(=C(C=3CCOC32)OC)C(=O)N[C@@H]3[C@H](COCC3)O)C=CC1C(N[C@@H]1[C@H](COCC1)O)=O 7-(3-fluoro-4-(((3R,4S)-3-hydroxytetrahydro-2H-pyran-4-yl)carbamoyl)-benzyl)-N-((3R,4S)-3-hydroxytetrahydro-2H-pyran-4-yl)-4-methoxy-2,3-dihydro-1-benzofuran-5-carboxamide